4-chloro-3-(trifluoromethyl)-1-((2-(trimethylsilyl)ethoxy)methyl)-1H-pyrrolo[3,2-c]pyridine ClC1=NC=CC2=C1C(=CN2COCC[Si](C)(C)C)C(F)(F)F